FC1=CC(=C(C=C1C=1C=NC(=NC1)N1CCOCC1)NC(C1=CC(=CC=C1)O)=O)N1C[C@H](N([C@H](C1)C)C)C N-[4-fluoro-5-(2-morpholin-4-ylpyrimidin-5-yl)-2-[(3R,5S)-3,4,5-trimethylpiperazin-1-yl]phenyl]-3-hydroxybenzamide